1-(4-methyl-2-(3-nitro-9H-carbazol-9-yl)phenyl)ethanone oxime CC1=CC(=C(C=C1)C(C)=NO)N1C2=CC=CC=C2C=2C=C(C=CC12)[N+](=O)[O-]